ClC1=C2C(=NC=C1)NCC2(CC(F)F)C=2C=C(C=CC2)N2C(CN(CC2)CCC2CCN(CC2)C=2C=C1C(N(C(C1=CC2F)=O)C2C(NC(CC2)=O)=O)=O)=O 5-{4-[2-(4-{3-[4-chloro-3-(2,2-difluoroethyl)-1H-pyrrolo[2,3-b]pyridin-3-yl]phenyl}-3-oxopiperazin-1-yl)ethyl]piperidin-1-yl}-2-(2,6-dioxopiperidin-3-yl)-6-fluoroisoindole-1,3-dione